[Na+].OC(C(=O)O)S(=O)(=O)[O-] 2-hydroxy-2-sulfonatoacetic acid sodium salt